N-(cyanomethyl)-4-(2-(4-morpholinophenyl-amino)pyrimidin-4-yl)benzamide C(#N)CNC(C1=CC=C(C=C1)C1=NC(=NC=C1)NC1=CC=C(C=C1)N1CCOCC1)=O